4,6-dimethoxy-2-methyl-mercaptopyrimidinO-(3,6-dioxadecanyl)-glucopyranose COC1=NC(NC(=C1S)OC)(C([C@@H]1[C@H]([C@@H]([C@H](C(O)O1)O)O)O)O)C